2-(5-((tert-butyldimethylsilyl)oxy)-1-(tetrahydro-2H-pyran-2-yl)-1H-indazol-3-yl)-3a,4,6,6a-tetrahydropyrrolo[3,4-d]imidazole-5(1H)-carboxylic acid tert-butyl ester C(C)(C)(C)OC(=O)N1CC2NC(=NC2C1)C1=NN(C2=CC=C(C=C12)O[Si](C)(C)C(C)(C)C)C1OCCCC1